6-((R*)-1-(1H-pyrrolo[2,3-b]Pyridin-4-yl)ethyl)-N2-methyl-N4-((1S,2S)-2-methylcyclopropyl)pyridine-2,4-dicarboxamide N1C=CC=2C1=NC=CC2[C@@H](C)C2=CC(=CC(=N2)C(=O)NC)C(=O)N[C@@H]2[C@H](C2)C |o1:9|